[Ta].N1C(C=CC=C1)=O pyridone tantalum salt